C1(CC1)C1=NN(C=C1C1=NC2=CC=C(C=C2N=C1)N1CCOCC1)[C@@H]1C[C@H](C1)CNC=1C=C2C(N(C(C2=CC1)=O)C1C(NC(CC1)=O)=O)=O 5-(((trans-3-(3-cyclopropyl-4-(6-morpholinoquinoxalin-2-yl)-1H-pyrazol-1-yl)cyclobutyl)methyl)amino)-2-(2,6-dioxopiperidin-3-yl)isoindoline-1,3-dione